OCC(=O)OCCCCCCCCC nonyl 2-hydroxyacetate